[3-fluoro-5-(1,2,4-triazol-4-yl)phenyl]methanone FC=1C=C(C=C(C1)N1C=NN=C1)C=O